FC=1C=C2C(C3=NC4=CC=C(C=C4C(N3C2=CC1)=O)B(O)O)=O {8-fluoro-6,12-dioxo-6H,12H-indolo[2,1-b]quinazolin-2-yl}boronic acid